(S)-9-bromo-7-(bromomethyl)-4-(1-(4-methoxypyridin-2-yl)ethyl)-3,4-dihydrobenzo[f][1,4]oxazepin-5(2H)-one BrC1=CC(=CC=2C(N(CCOC21)[C@@H](C)C2=NC=CC(=C2)OC)=O)CBr